3-(6-(2-t-Butyldimethylsilanylpropyl)pyrimidin-4-yl)-6-chloroimidazo[1,2-b]pyridazine [Si](C)(C)(C(C)(C)C)C(CC1=CC(=NC=N1)C1=CN=C2N1N=C(C=C2)Cl)C